C(C1=CC=CC=C1)=C1C(N(C(S1)=O)CCCCCCC(=O)O)=O 7-(5-benzylidene-2,4-dioxothiazolidin-3-yl)heptanoic acid